N-(1-(5-(3-cyano-6-ethoxypyrazolo[1,5-a]pyridin-4-yl)pyridin-2-yl)-4-formylpiperidin-4-yl)-3-fluoropicolinamide C(#N)C=1C=NN2C1C(=CC(=C2)OCC)C=2C=CC(=NC2)N2CCC(CC2)(C=O)NC(C2=NC=CC=C2F)=O